C(C)N(C(=O)NC1CC(C1)C(F)(F)F)[C@H](C(F)(F)F)C1=NC=C(C(=C1)C=1N=C(C=2N(C1)C=CN2)OC)OC (S)-1-ethyl-1-(2,2,2-trifluoro-1-(5-methoxy-4-(8-methoxyimidazo[1,2-a]pyrazin-6-yl)pyridin-2-yl)ethyl)-3-(3-(trifluoromethyl)cyclobutyl)urea